BrC=1N(C=C(N1)[N+](=O)[O-])CC=C 2-bromo-4-nitro-1-(vinylmethyl)imidazole